aminocarbonyloxycarbonylamino (aminocarbonylcarboxylate) NC(=O)C(=O)ONC(=O)OC(=O)N